(S)-N-[2-cyclopropyl-3-(4-fluorophenyl)-2-methylpropyl]-5-fluoro-4-oxo-3H-pyrimidine-2-carboxamide C1(CC1)[C@@](CNC(=O)C1=NC=C(C(N1)=O)F)(CC1=CC=C(C=C1)F)C